ClC1=C(C=CC(=N1)C(=O)NC)N1CCN(CC1)CC=1C=C2NC(C(=NC2=CC1)CCC)=O 6-chloro-N-methyl-5-[4-[(3-oxo-2-propyl-4H-quinoxalin-6-yl)methyl]piperazin-1-yl]pyridine-2-carboxamide